C1(CC1)C1=C(NC2=C1C1=C(N(C(N(C1)C1=CC=C(C(=O)O)C=C1)=O)C)C=N2)C2=CC=C(C=C2)CN2CCC(CC2)S(=O)(=O)C 4-(9-cyclopropyl-4-methyl-8-(4-((4-(methylsulfonyl)piperidin-1-yl)methyl)phenyl)-3-oxo-1,3,4,7-tetrahydro-2H-pyrrolo[3',2':5,6]pyrido[3,4-d]pyrimidin-2-yl)benzoic acid